BrC1=C(C=CC=C1)CC 1-(2-bromophenyl)ethane